ethyl-4-nitrobenzenesulfonate C(C)OS(=O)(=O)C1=CC=C(C=C1)[N+](=O)[O-]